ClCCCCN1C(=NC=2C(=NC=3C=CC=CC3C21)N)CCOC 1-(4-chlorobutyl)-2-(2-methoxyethyl)-1H-imidazo[4,5-c]quinolin-4-amine